N-[(6-Amino-2-pyridyl)sulfonyl]-6-(1-piperidyl)-2-(2,4,6-trimethylphenoxy)pyridin-3-carboxamid NC1=CC=CC(=N1)S(=O)(=O)NC(=O)C=1C(=NC(=CC1)N1CCCCC1)OC1=C(C=C(C=C1C)C)C